3-chloro-2,6-difluoro-N-(6-fluoropyridin-2-yl)-4-(3-(4-methoxy-4-methylpiperidin-1-yl)-3-methyl-pyrrolidin-1-yl)benzenesulfonamide ClC=1C(=C(C(=CC1N1CC(CC1)(C)N1CCC(CC1)(C)OC)F)S(=O)(=O)NC1=NC(=CC=C1)F)F